tert-butyl (7-bromoquinazolin-2-yl)(tert-butoxycarbonyl)carbamate BrC1=CC=C2C=NC(=NC2=C1)N(C(OC(C)(C)C)=O)C(=O)OC(C)(C)C